2-carbamoyl-7-oxo-1,6-diazabicyclo[3.2.1]Octane-6-yl hydrogen sulfate S(=O)(=O)(ON1C2CCC(N(C1=O)C2)C(N)=O)O